5-bromo-6-fluoro-1-[[2-(trimethylsilyl)ethoxy]methyl]-1H-pyrrolo[2,3-b]pyridine BrC=1C=C2C(=NC1F)N(C=C2)COCC[Si](C)(C)C